C(CCC)C(C1CCCO1)O n-butyl-tetrahydrofurfuryl alcohol